O=C1C(=CC(=CN1)C(=O)OC)NC=1NCCCN1 methyl 6-oxo-5-(1,4,5,6-tetrahydropyrimidin-2-ylamino)-1,6-dihydropyridine-3-carboxylate